N1=CC=C2N1C=CC(=C2)C=2CC1(CN(C1)C(=O)OCCCC)CC2 Butyl 6-(pyrazolo[1,5-a]pyridin-5-yl)-2-azaspiro[3.4]oct-6-ene-2-carboxylate